C1(=CC=CC2=CC=CC=C12)C(=O)C=1NC2=CC(=CC=C2C1)[N+](=O)[O-] (naphthalen-1-oyl)-6-nitroindole